CN1C(C=CC=C1C1=CC=C(C=C1)C1=CNC2=NC=C(C=C21)C2=CC1=C(CC[C@@H](CC1)N1C3COCC1C3)C=C2)=O 1-Methyl-6-[4-[5-[(7S)-7-(3-oxa-6-azabicyclo[3.1.1]heptan-6-yl)-6,7,8,9-tetrahydro-5H-benzo[7]annulen-3-yl]-1H-pyrrolo[2,3-b]pyridin-3-yl]phenyl]pyridin-2-one